(R)-5-(5-((1-(1,1-difluoro-2,3-dihydro-1H-inden-4-yl)ethyl)amino)-8-methoxypyrazolo[1,5-a]quinazolin-7-yl)-1-methylpyridin-2(1H)-one FC1(CCC2=C(C=CC=C12)[C@@H](C)NC1=NC=2N(C3=CC(=C(C=C13)C=1C=CC(N(C1)C)=O)OC)N=CC2)F